COC1=C(C=CC=C1)C(C(=O)C1=NC2=C(C=CC=C2C=C1)N)=C 2-(2-methoxyphenyl)-acryloyl-8-quinolinamine